C1(CCCCC1)=O.C(C)N1CCCCC1 N-ethylpiperidine cyclohexanone salt